4-cyano-4'-n-amyl-p-terphenyl C(#N)C1=CC=C(C=C1)C1=CCC(C=C1)(C1=CC=CC=C1)CCCCC